4,4'-methylenebis(2,6-diethyl-3-chloroaniline) C(C1=C(C(=C(N)C(=C1)CC)CC)Cl)C1=C(C(=C(N)C(=C1)CC)CC)Cl